N[C@H](C(=O)N1[C@@H](C[C@H](C1)O)C(=O)OC(C)(C)C)C(C)(C)C tert-butyl (2S,4r)-1-((S)-2-amino-3,3-dimethylbutyryl)-4-hydroxypyrrolidine-2-carboxylate